C1(CCCC1)N1C=NC2=C1C1=C(OC2=O)C=CC=C1 1-cyclopentyl-[1]benzopyrano[3,4-d]imidazol-4(1H)-one